4-bromobenzyl-[3-(methylsulfinyl) propyl] aminodithioformate NC(=S)SCCC(S(=O)C)CC1=CC=C(C=C1)Br